C1(=CC=C(C=C1)N(C1=CC=CC=2C3=CC=CC=C3C(C12)(C)C)C1=CC=C(C=C1)Br)C1=CC=CC=C1 biphenyl-4-yl-(4-bromo-phenyl)-(9,9-dimethyl-9H-fluoren-1-yl)-amine